3-[7-[4-(4-methylpiperazin-1-yl)anilino]-2-oxo-3-(1-prop-2-enoyl-3,4-dihydro-2H-quinolin-4-yl)-4H-pyrimido[4,5-d]pyrimidin-1-yl]phenylpropa-2-enamide CN1CCN(CC1)C1=CC=C(NC2=NC=C3C(=N2)N(C(N(C3)C3CCN(C2=CC=CC=C32)C(C=C)=O)=O)C=3C=C(C=CC3)C(C(=O)N)=C)C=C1